ClC1=C(C(=O)N[C@H](C(=O)O)CC2=CC=C(C=C2)N2C(N(C3=C2C(=C(C=C3)F)F)C)=O)C(=CC=C1)F (S)-2-(2-chloro-6-fluorobenzoylamino)-3-(4-(6,7-difluoro-3-methyl-2-oxo-2,3-dihydro-1H-benzo[d]imidazol-1-yl)phenyl)propanoic acid